ClC=1C=C(C=CC1C#N)N1CC2(C[C@@H]1C)CCN(CC2)C2=CC=C(C(=O)N1CCN(CC1)CC(=O)NC1=CC(=CC=C1)N[C@H]1C(NC(CC1)=O)=O)C=C2 2-(4-(4-((S)-2-(3-Chloro-4-cyanophenyl)-3-methyl-2,8-diazaspiro[4.5]decan-8-yl)benzoyl)piperazin-1-yl)-N-(3-(((R)-2,6-dioxopiperidin-3-yl)amino)phenyl)acetamide